trioctoxyaluminum C(CCCCCCC)O[Al](OCCCCCCCC)OCCCCCCCC